trinitrophosphorus [N+](=O)([O-])P([N+](=O)[O-])[N+](=O)[O-]